ammonium butyl formate C(=O)OCCCC.[NH4+]